sodium β-glycerol phosphate C(C(CO)OP(=O)([O-])[O-])O.[Na+].[Na+]